[Si](C1=CC=CC=C1)(C1=CC=CC=C1)(C(C)(C)C)OCCC1=NC=C(C=N1)NC(OCCOC1=CC2=C(N=C(S2)C2=C3N=CC(=NC3=CC(=C2)C)OC)C=C1F)=O 2-((5-fluoro-2-(2-methoxy-7-methylquinoxalin-5-yl)benzo[d]thiazol-6-yl)oxy)ethyl (2-(2-((tert-butyl diphenylsilyl)oxy)ethyl)pyrimidin-5-yl)carbamate